C(C1=CC=CC=C1)N(CC1=CC=CC=C1)CC1(C[C@H](N(C1)C(=O)OC(C)(C)C)COS(=O)(=O)C)O tert-butyl (2S)-4-((dibenzylamino)methyl)-4-hydroxy-2-(((methyl sulfonyl)oxy)methyl)pyrrolidine-1-carboxylate